C(C)(C)(C)OC(=O)N1CCN(CC1)C1=C(C=C(C(=C1)OC)NC1=NC=C(C(=N1)NC1=C(C=C(C=C1)O)N(S(=O)(=O)C)C)Br)C(=O)OC 4-(4-((5-bromo-4-((4-hydroxy-2-(N-methylmethanesulfonamido)phenyl)amino)pyrimidin-2-yl)amino)-5-methoxy-2-(Methoxycarbonyl)phenyl)piperazine-1-carboxylic acid tert-butyl ester